(Z)-3-(3-(3,5-bis(trifluoromethyl)phenyl)-1H-1,2,4-triazol-1-yl)-N-(4-ethyl-2,3-dioxopiperazin-1-yl)acrylamide FC(C=1C=C(C=C(C1)C(F)(F)F)C1=NN(C=N1)\C=C/C(=O)NN1C(C(N(CC1)CC)=O)=O)(F)F